methyl 3-(((R)-3-butyl-2-methyl-7-(methylthio)-1,1-dioxido-5-phenyl-2,3,4,5-tetrahydro-1,2,5-benzothiadiazepin-8-yl)oxy)-2-methoxypropanoate C(CCC)[C@H]1N(S(C2=C(N(C1)C1=CC=CC=C1)C=C(C(=C2)OCC(C(=O)OC)OC)SC)(=O)=O)C